N,N'-m-phenylendimaleimid C1(=CC(=CC=C1)N1C(C=CC1=O)=O)N1C(C=CC1=O)=O